(2-(2-(2-FLUORO-3,4-BIS(METHOXYMETHOXY)PHENYL)THIAZOL-4-YL)ACETYL)GLYCINE FC1=C(C=CC(=C1OCOC)OCOC)C=1SC=C(N1)CC(=O)NCC(=O)O